C(CCCCCCC\C=C\CCCCCCCC)(=O)OCC(O)CO Glycerol monoelaidate